(4-amino-1,3-dihydrofuro[3,4-c][1,7]naphthyridin-8-yl)-[(2R)-2-[4-(trifluoromethyl)phenyl]-1-piperidyl]methanone NC1=NC=2C=NC(=CC2C2=C1COC2)C(=O)N2[C@H](CCCC2)C2=CC=C(C=C2)C(F)(F)F